C12CNCCC2NC1 3,7-diazabicyclo[4.2.0]octane